4-bromo-1-ethyl-1,8-naphthyridin-2-one BrC1=CC(N(C2=NC=CC=C12)CC)=O